(2R)-2-(6-{5-chloro-2-[(5-methyl-1,2-oxazol-4-yl)amino]pyrimidin-4-yl}-1-oxo-2,3-dihydro-1H-isoindol-2-yl)-N-[(1S)-1-(3-fluoro-5-methoxyphenyl)-2-hydroxyethyl]propionamide ClC=1C(=NC(=NC1)NC=1C=NOC1C)C1=CC=C2CN(C(C2=C1)=O)[C@@H](C(=O)N[C@H](CO)C1=CC(=CC(=C1)OC)F)C